OC1=C(C=C(C=C1)C)N1N=C2C(=N1)C=CC=C2 2-(2-Hydroxy-5-methylphenyl)benzotriazole